butoxy-N,N,N',N'-tetramethylmethanediamine C(CCC)OC(N(C)C)N(C)C